FC1=C(CN2C(=NC=3C2=NC(=CN3)C=3C2=C(C(N(C3)C)=O)NC=C2)C)C=C(C=C1)C(F)(F)F 4-(1-(2-fluoro-5-trifluoromethylbenzyl)-2-methyl-1H-imidazo[4,5-b]pyrazin-6-yl)-6-methyl-1H-pyrrolo[2,3-c]pyridin-7(6H)-one